4-fluoro-2-(2-isobutyramido-6-oxo-1,6-dihydro-9H-purin-9-yl)tetrahydrofuran-3-yl hydrogen phosphonate triethylamine salt C(C)N(CC)CC.P(OC1C(OCC1F)N1C=2N=C(NC(C2N=C1)=O)NC(C(C)C)=O)(O)=O